FC=1C(=CC(=NC1)OC)B(O)O 5-FLUORO-2-METHOXYPYRIDINE-4-BORONIC ACID